Bis(2-(ethoxycarbonyl)-5-phenylpentyl)phosphinic acid C(C)OC(=O)C(CP(O)(=O)CC(CCCC1=CC=CC=C1)C(=O)OCC)CCCC1=CC=CC=C1